Trans-N-(4-{[6-(5-chloro-2-fluorophenyl)-3-[(2-hydroxy-ethyl)sulfanyl]pyridazin-4-yl]amino}pyridin-2-yl)-3-[4-(propan-2-yl)piperazin-1-yl]-cyclobutane-1-carboxamide ClC=1C=CC(=C(C1)C1=CC(=C(N=N1)SCCO)NC1=CC(=NC=C1)NC(=O)[C@@H]1C[C@H](C1)N1CCN(CC1)C(C)C)F